6-(1H-benzo[d][1,2,3]triazol-5-yl)-4-(6-chloro-5-fluoroindolin-1-yl)quinazoline N1N=NC2=C1C=CC(=C2)C=2C=C1C(=NC=NC1=CC2)N2CCC1=CC(=C(C=C21)Cl)F